Hydroxyethylpropyl-(methacrylat) OCCC(CC)C=C(C(=O)[O-])C